4-[((R)-7-Benzyloxy-2,3-dihydro-benzo[1,4]dioxin-2-ylmethyl)-amino]-piperidine-1-carboxylic acid tert-butyl ester C(C)(C)(C)OC(=O)N1CCC(CC1)NC[C@@H]1COC2=C(O1)C=C(C=C2)OCC2=CC=CC=C2